C(C)(C)(C)OC(=O)NCC(=O)O (tert-Butoxycarbonylamino)acetic acid